4-(pyrimidin-5-ylmethoxy)isoindolin N1=CN=CC(=C1)COC1=C2CNCC2=CC=C1